C(C)(C)(C)OC(=O)NC(=NC1=CC=C(C=C1)I)NC(=O)OC(C)(C)C N,N'-di-t-butoxycarbonyl-N''-(4-iodophenyl)guanidine